N(=[N+]=[N-])C(C(=O)O)CNC(=O)OC(C)(C)C 2-azido-3-((tert-butoxycarbonyl)amino)propanoic acid